[4-ethyl-1-methyl-2-(trifluoromethyl)pyrrol-3-yl]methanol C(C)C=1C(=C(N(C1)C)C(F)(F)F)CO